(3R)-3-(tert-butoxycarbonylamino)-4-oxo-3,5-dihydro-2H-1,5-benzothiazepine-7-carboxylic acid C(C)(C)(C)OC(=O)N[C@H]1CSC2=C(NC1=O)C=C(C=C2)C(=O)O